N-(8-(methylamino)-5-(5-(6-methylene-1,4-oxazepan-4-yl)benzo[d]oxazol-2-yl)-2,7-naphthyridin-3-yl)cyclopropanecarboxamide CNC=1N=CC(=C2C=C(N=CC12)NC(=O)C1CC1)C=1OC2=C(N1)C=C(C=C2)N2CCOCC(C2)=C